5-(chloromethyl)-3-(2-fluorophenyl)-1,2,4-oxadiazole ClCC1=NC(=NO1)C1=C(C=CC=C1)F